O[C@H](CNC(C1=CC=C(C=C1)C(=O)N1C2COCC1CCC2)=O)[C@H]2N(CC1=CC(=CC=C1C2)OCC2=CN=CO2)C(=O)OC(C)(C)C tert-butyl (3S)-3-[(1R)-1-hydroxy-2-[[4-(3-oxa-9-azabicyclo[3.3.1]nonane-9-carbonyl)benzoyl]-amino]ethyl]-7-(oxazol-5-ylmethoxy)-3,4-dihydro-1H-isoquinoline-2-carboxylate